1-Undecyl-4-butylpyridinium triflate [O-]S(=O)(=O)C(F)(F)F.C(CCCCCCCCCC)[N+]1=CC=C(C=C1)CCCC